propyl-diethoxymethyl-silane C(CC)[SiH2]C(OCC)OCC